The molecule is an omega-hydroxy fatty acid ascaroside that is bhos#16 in which the hydroxy group at position 4 of the ascarylopyranose moiety has been has been converted to the corresponding 1H-indole-3-carboxylate ester. It is a metabolite of the nematode Caenorhabditis elegans. It has a role as a Caenorhabditis elegans metabolite. It is a 3-hydroxy carboxylic acid, a 4-O-(1H-indol-3-ylcarbonyl)ascaroside, an omega-hydroxy fatty acid ascaroside and a monocarboxylic acid. It derives from a bhos#16 and a (3R)-3,10-dihydroxydecanoic acid. C[C@H]1[C@@H](C[C@H]([C@@H](O1)OCCCCCCC[C@H](CC(=O)O)O)O)OC(=O)C2=CNC3=CC=CC=C32